C(C1CCC(CC1)N)C1CCC(CC1)N 4,4'-methylenebis(cyclohexanamine)